C1=CC=C2C(C=CC2=C1)F fluoroindene